C(C[C@@H](C(=O)O)N)CN=C(N)NC(CC(=O)O)C(=O)O The molecule is a L-arginine derivative, a member of guanidines and a non-proteinogenic L-alpha-amino acid. It has a role as an Escherichia coli metabolite and a mouse metabolite. It is a conjugate acid of a (N(omega)-L-arginino)succinate(1-).